3-benzyl-5-fluoro-1,2,3,4-tetrahydroisoquinolin-7-ol C(C1=CC=CC=C1)C1NCC2=CC(=CC(=C2C1)F)O